potassium arachidyl sulfate S(=O)(=O)(OCCCCCCCCCCCCCCCCCCCC)[O-].[K+]